N-[2-(3-aminoazetidin-1-yl)-2-oxo-ethyl]-4-[[3-[1-(cyanomethyl)-3-(trifluoromethyl)pyrazol-4-yl]imidazo[1,2-a]pyrazin-8-yl]amino]-2-ethyl-benzamide NC1CN(C1)C(CNC(C1=C(C=C(C=C1)NC=1C=2N(C=CN1)C(=CN2)C=2C(=NN(C2)CC#N)C(F)(F)F)CC)=O)=O